6-Methyl-pyridine-2-carboxylic acid {3-[5-(6-ethyl-pyridin-3-yl)-[1,3,4]oxadiazol-2-yl]-adamantan-1-yl}-amide C(C)C1=CC=C(C=N1)C1=NN=C(O1)C12CC3(CC(CC(C1)C3)C2)NC(=O)C2=NC(=CC=C2)C